ClC1=C(C=C(C(=C1)F)OC)C1=CC=2N(C(N(C(C2S1)=O)C1=CN=CC2=CC=CC=C12)=O)CCC#N 3-[6-(2-chloro-4-fluoro-5-methoxy-phenyl)-3-(4-isoquinolinyl)-2,4-dioxo-thieno[3,2-d]pyrimidin-1-yl]propionitrile